CN1C2=C(C3=CC=CC=C13)CCN(C2)CCCCNC(=O)C=2NC1=CC=CC=C1C2 N-(4-(9-methyl-1,3,4,9-tetrahydro-2H-pyrido[3,4-b]indol-2-yl)butyl)-1H-indole-2-carboxamide